C(C)N1C2=CC=C(C=C2C=2C=C(C=CC12)C(C1=CC=C(C=C1)OCC(C(F)F)(F)F)=O)C(C1=CC=C(C=C1)OCC(C(F)F)(F)F)=O 9-ethyl-3,6-bis[4-(2,2,3,3-tetrafluoropropoxy)benzoyl]carbazole